ClC=1C(=C(C(=CC1)OC)C1=CC(=NC=C1C(=O)NC=1SC2=C(N1)C(=CC=C2)OCC)C)F 4-(3-Chloro-2-fluoro-6-methoxyphenyl)-N-(4-ethoxybenzo[d]thiazol-2-yl)-6-methylnicotinamide